ClC1=C(C=NN1C1CN(CCC1(F)F)C1COC1)NC1=NC=C(C(=N1)C1CC1)C(F)(F)F N-(5-chloro-1-(4,4-difluoro-1-(oxetan-3-yl)piperidin-3-yl)-1H-pyrazol-4-yl)-4-cyclopropyl-5-(trifluoromethyl)pyrimidin-2-amine